C(#N)C(C(=O)N)=C(SC)SC 2-cyano-3,3-bis(methylthio)acrylamide